(S)-(1-(4-(4-fluorophenyl)-1H-imidazol-2-yl)-7-(oxazol-2-yl)-7-oxoheptyl)-6-oxaspiro[2.5]octane-1-carboxamide FC1=CC=C(C=C1)C=1N=C(NC1)C(CCCCCC(=O)C=1OC=CN1)[C@]1(CC12CCOCC2)C(=O)N